FC(C(F)(F)N=C=O)(F)N=C=O tetrafluoroethyleneisocyanate